1,3-dimethyltetrahydropyrimidin-2(1H)-on CN1C(N(CCC1)C)=O